5,5,5-trifluoro-pentan-1-amine FC(CCCCN)(F)F